4-[5-(3-bromopropyloxy)-4-chloro-6-methoxy-isoindolin-2-yl]-4-oxo-butanoic acid ethyl ester C(C)OC(CCC(=O)N1CC2=CC(=C(C(=C2C1)Cl)OCCCBr)OC)=O